C1(CCCC1)C[C@@H](C(=O)O)N(C)C(=O)OCC1C2=CC=CC=C2C=2C=CC=CC12 (2S)-3-Cyclopentyl-2-[9H-fluoren-9-ylmethoxycarbonyl(methyl)amino]propanoic acid